ClC1=C(C=NC=C1N1CCCC1)C=1N=NN(C1)CC=1N=C2N(C=C(C=C2)CNCC23CC(C2)(C3)F)C1 1-(2-((4-(4-chloro-5-(pyrrolidin-1-yl)pyridin-3-yl)-1H-1,2,3-triazol-1-yl)Methyl)imidazo[1,2-a]pyridin-6-yl)-N-((3-fluorobicyclo[1.1.1]pentan-1-yl)methyl)methanamine